2H-thiopyran-6-carboxylic acid S1CC=CC=C1C(=O)O